Cl.NC(C(=O)O)(CCCC)N bis-aminocaproate hydrochloride